C(C=CC=CC=CCC)=O non-2,4,6-trienal